prop-2-yn-1-one C(C#C)=O